O1C(COCC1)COC1=CC(=C(C(=N1)C#CC=1C=NC(=CC1)OCC)CC)OCC1=CC=CC=C1 6-((1,4-Dioxan-2-yl)methoxy)-4-(benzyloxy)-2-((6-ethoxypyridin-3-yl)ethynyl)-3-ethylpyridine